2,4-di-methyl-6-t-butyl-phenol CC1=C(C(=CC(=C1)C)C(C)(C)C)O